2-bromo-5-tert-butyl-benzoic acid BrC1=C(C(=O)O)C=C(C=C1)C(C)(C)C